CC1(NC(CC(C1)OC(CCCCC(=O)OC1CC(NC(C1)(C)C)(C)C)=O)(C)C)C bis(2,2,6,6-tetramethyl-4-piperidinyl)-adipate